(S)-2-amino-4-((3-(benzylamino)-3-oxopropyl)seleno)butanoic acid nitrogen [N].N[C@H](C(=O)O)CC[Se]CCC(=O)NCC1=CC=CC=C1